N-(4-((4-(3-(2,4-dioxotetrahydropyrimidin-1(2H)-yl)benzyl)piperazin-1-yl)methyl)-3-(trifluoromethyl)phenyl)-3-(imidazo[1,2-b]pyridazin-3-ylethynyl)-4-methylbenzamide O=C1N(CCC(N1)=O)C=1C=C(CN2CCN(CC2)CC2=C(C=C(C=C2)NC(C2=CC(=C(C=C2)C)C#CC2=CN=C3N2N=CC=C3)=O)C(F)(F)F)C=CC1